(2-cyclopropyl-5-Fluorobenzo[d]oxazol-6-yl)methanol C1(CC1)C=1OC2=C(N1)C=C(C(=C2)CO)F